methyl ((1R,3R)-3-(8-(4-fluorophenyl)-7-(3-methoxy-1-methyl-1H-pyrazol-4-yl)-3-methyl-2-oxo-3,6-dihydroimidazo[4,5-d]pyrrolo[2,3-b]pyridin-1(2H)-yl)cyclopentyl)carbamate FC1=CC=C(C=C1)C1=C(NC2=NC=C3C(=C21)N(C(N3C)=O)[C@H]3C[C@@H](CC3)NC(OC)=O)C=3C(=NN(C3)C)OC